selenium trioctylamine C(CCCCCCC)N(CCCCCCCC)CCCCCCCC.[Se]